N-((3S,5R,8R,9S,10S,13R,14S,17R)-14-hydroxy-10,13-dimethyl-17-(2-oxo-2H-pyran-5-yl)hexadecahydro-1H-cyclopenta[a]phenanthren-3-yl)morpholine-4-carboxamide O[C@]12[C@@H]3CC[C@@H]4C[C@H](CC[C@@]4([C@H]3CC[C@@]2([C@H](CC1)C=1C=CC(OC1)=O)C)C)NC(=O)N1CCOCC1